[(1r,3r)-3-[(tert-butyldimethylsilyl)oxy]cyclobutyl]methyl methanesulfonate CS(=O)(=O)OCC1CC(C1)O[Si](C)(C)C(C)(C)C